disodium ethylenebis(dithiocarbamate) C(CNC([S-])=S)NC([S-])=S.[Na+].[Na+]